CC1=CC(=NC=C1)NC=1SC=C(N1)C1=C(C#N)C=CC=N1 2-(2-(4-methylpyridin-2-ylamino)thiazol-4-yl)nicotinonitrile